N-(4-(1-aminocyclopropyl)thiazol-2-yl)-N-methylcyclopropane-sulfonamide hydrochloride Cl.NC1(CC1)C=1N=C(SC1)N(S(=O)(=O)C1CC1)C